(E)-4-[3-[6-(2,6-Dimethylphenyl)-2-[(3-nitrophenyl)sulfonylamino]pyrimidin-4-yl]oxyphenyl]but-2-enoic acid CC1=C(C(=CC=C1)C)C1=CC(=NC(=N1)NS(=O)(=O)C1=CC(=CC=C1)[N+](=O)[O-])OC=1C=C(C=CC1)C/C=C/C(=O)O